(2R,3R)-3-((3-(2-fluorophenyl)isoxazol-5-yl)-methoxy)-2-(2,4-difluorophenyl)-1-(1H-1,2,4-triazol-1-yl)butan-2-ol FC1=C(C=CC=C1)C1=NOC(=C1)CO[C@@H]([C@@](CN1N=CN=C1)(O)C1=C(C=C(C=C1)F)F)C